C1(=CC=C(C=C1)C=1C2=C(C(=C(C(=C2C=2C(=C(C(=C(C2C1C1=CC=C(C=C1)C)[Ga])F)F)F)F)F)F)F)C (9,10-bis(p-tolyl)heptafluorophenanthryl)gallium